CC1NCCC(C1)C1=CN=NN1 2-Methyl-4-(1H-1,2,3-triazol-5-yl)piperidine